C(=O)(OCC1=CC=CC=C1)[C@](N)(CCCCN)C(=O)[O-] α-CBZ-LYSINEAT